[Ru].[W] tungsten-ruthenium